tert-butyl 4-(3-bromo-4-formyl-phenyl)piperazine-1-carboxylate BrC=1C=C(C=CC1C=O)N1CCN(CC1)C(=O)OC(C)(C)C